COC(CC1=CC=C(C=C1)O)=O 4-hydroxy-phenylacetic acid methyl ester